3-methyl-5-(N-(3-Nitrophenyl)sulfamoyl)benzofuran-2-carboxylic acid CC1=C(OC2=C1C=C(C=C2)S(NC2=CC(=CC=C2)[N+](=O)[O-])(=O)=O)C(=O)O